C(C)(C)(C)OC(NCCOCCNC(C1=C(C=C(C=C1)NC=1C=2N(C=CN1)C(=CN2)C=2C(=NNC2)C(F)(F)F)CC)=O)=O.Cl[Si](C2=CC=CC=C2)(C)C chloro(dimethyl)phenylsilane tert-butyl-N-[2-[2-[[2-ethyl-4-[[3-[3-(trifluoromethyl)-1H-pyrazol-4-yl]imidazo[1,2-a]pyrazin-8-yl]amino]benzoyl]amino]ethoxy]ethyl]carbamate